P(=O)(O)(O)O.OC1=CC=C(C=C1)C(C#N)(CC)CC (4-hydroxy-phenyl)-diethyl-acetonitrile phosphate